bis(diphenylphenoxy)methylphenol C1(=CC=CC=C1)C=1C(=C(OC(OC2=C(C(=CC=C2)C2=CC=CC=C2)C2=CC=CC=C2)C2=C(C=CC=C2)O)C=CC1)C1=CC=CC=C1